CC1=NC2=C(C=CC=C2C(N1C1C(NC(CC1)=O)=O)=O)CCC1=CC=C(C=C1)CN1CCOCC1 3-(2-methyl-8-(4-(morpholinomethyl)phenethyl)-4-oxoquinazolin-3(4H)-yl)piperidine-2,6-dione